C(CC#C)NC([O-])=O But-3-ynylcarbamate